1,2,3-trimethyl-5,6,7,8-tetrahydropyrazolo[1,2-a]pyridazin-4-ium CC1=C(C(=[N+]2N1CCCC2)C)C